C(CC)C1=CC=C(C=C1)C12CC(C1)(C2)NC(=O)C2C(C2)C2=NC=CC=C2 N-(3-(4-propylphenyl)bicyclo[1.1.1]pentan-1-yl)-2-(pyridin-2-yl)cyclopropane-1-carboxamide